(9Z)-β-carotene CC1(C)CCCC(C)=C1\C=C\C(\C)=C/C=C/C(/C)=C/C=C/C=C(\C)/C=C/C=C(\C)/C=C/C1=C(C)CCCC1(C)C